N[C@@H](CC1=CNC2=C(C=CC=C12)C1=NC=C(C=N1)C(=O)O)C(=O)O (S)-2-(3-(2-amino-2-carboxyethyl)-1H-indol-7-yl)pyrimidine-5-carboxylic acid